[Cl-].[Cl-].C(CC)[Zr+2](C=1C(C2=CC(=CC=C2C1)C)C)C1C=CC=C1 propylcyclopentadienyl-(1,6-dimethylindenyl)zirconium dichloride